CN(C)CC1CN(CCC1(O)C1=C(C(=O)N)C=CC=C1)CCCC1=CC=CC=C1 [3-[(dimethylamino)methyl]-4-hydroxy-1-(3-phenylpropyl)piperidin-4-yl]benzamide